2-(5-fluoro-2-methylpyridin-4-yl)-3-isopropyl-5-(1-((2-methoxypyrimidin-5-yl)methyl)piperidin-4-yl)-1H-indole FC=1C(=CC(=NC1)C)C=1NC2=CC=C(C=C2C1C(C)C)C1CCN(CC1)CC=1C=NC(=NC1)OC